N-(2-phenoxy-6-phenylpyrimidin-4-yl)benzenesulfonamide O(C1=CC=CC=C1)C1=NC(=CC(=N1)NS(=O)(=O)C1=CC=CC=C1)C1=CC=CC=C1